2-[(2R)-2-aminopropyl]-5-chloro-3-methyl-N7-[(thiophen-2-yl)methyl]thieno[3,2-b]pyridine-2,7-diamine hydrochloride Cl.N[C@@H](CC1(C(C2=NC(=CC(=C2S1)NCC=1SC=CC1)Cl)C)N)C